((1R,4S)-4-amino-1-((benzyloxy)methyl)cyclopent-2-en-1-yl)(3-(trifluoromethyl)-7,8-dihydro-1,6-naphthyridin-6(5H)-yl)methanone N[C@@H]1C=C[C@](C1)(COCC1=CC=CC=C1)C(=O)N1CC=2C=C(C=NC2CC1)C(F)(F)F